4-Amino-3-Nitrophenol NC1=C(C=C(C=C1)O)[N+](=O)[O-]